ClC=1C(=NC=2CN(CCC2C1)C(=O)OC(C)(C)C)OCC1=C(C=C(C=C1)Cl)F tert-butyl 3-chloro-2-((4-chloro-2-fluorobenzyl)oxy)-5,6-dihydro-1,7-naphthyridine-7(8H)-carboxylate